ClC1=CC=C(C=C1)C1=NN(CC1C1=CC=CC=C1)C(=NS(=O)(=O)C1=CC=C(C=C1)Cl)NC1CC(C1)S(N)(=O)=O 3-(4-chlorophenyl)-N'-((4-chlorophenyl)sulfonyl)-4-phenyl-N-((1R,3R)-3-sulfamoyl-cyclobutyl)-4,5-dihydro-1H-pyrazole-1-carboxamidine